C(C=C)(=O)NCCC[N+](CCC)(C)C 3-((3-acrylamidopropyl)-dimethylammonio)-propane